C(#N)CC1=C(C=CC2=C1C=C(O2)C#CCNC(OC(C)(C)C)=O)F tert-butyl (3-(4-(cyanomethyl)-5-fluorobenzofuran-2-yl)prop-2-yn-1-yl)carbamate